FC(OC=1C=C(C=CC1)N1C(N([C@H](C1)C#N)C1=CN=CC2=CC=CC=C12)=O)F |r| Racemic-1-(3-(difluoromethoxy)phenyl)-3-(isoquinolin-4-yl)-2-oxoimidazoline-4-carbonitrile